CCCCCCCCCCCC(=O)O[C@H](CC(=O)O)C[N+](C)(C)C.[Cl-] Lauroyl-L-carnitine chloride